1-(4-(hydroxymethyl)benzyl)-1H-pyrazole-4-carboxamide OCC1=CC=C(CN2N=CC(=C2)C(=O)N)C=C1